OCCNC(C(=O)[O-])C N-hydroxyethyl-2-aminopropionate